N,N-dimethylbenzylammonium C[NH+](C)CC1=CC=CC=C1